FC(C(=O)O)(F)F.C(C)[C@]1(C(OCC=2C(N3CC=4C(=NC=5C=CC(=C(C5C4)CN4CCNCC4)O)C3=CC21)=O)=O)O (S)-4-ethyl-4,9-dihydroxy-10-(piperazin-1-ylmethyl)-1,12-dihydro-14H-pyrano[3',4':6,7]indolizino[1,2-b]quinoline-3,14(4H)-dione trifluoro-acetate salt